2-Ethylidene-1,2,3,4,4a,5,8,8a-octahydro-1,4:5,8-dimethanonaphthalene C(C)=C1C2C3C4C=CC(C3C(C1)C2)C4